tert-Butyl 4-((2-methoxy-3-((4-(4-methylpiperazin-1-yl)phenyl)carbamoyl)pyridin-4-yl)amino)-1H-pyrrolo[2,3-c]pyridine-1-carboxylate COC1=NC=CC(=C1C(NC1=CC=C(C=C1)N1CCN(CC1)C)=O)NC1=C2C(=CN=C1)N(C=C2)C(=O)OC(C)(C)C